C(CC(C)C)NC1=NC(=NC=C1C#N)NCCCN1C(CCCC1)C 4-(isopentylamino)-2-(3-(2-methylpiperidin-1-yl)propylamino)pyrimidine-5-carbonitrile